C1(=CC=CC=C1)S(=O)(=O)O.BrC=1C=CC2=C(C(=N[C@H](C=3N2C(=CN3)C)CCC(=O)OCC3=CC=CC=C3)C3=NC=CC=C3)C1 (S)-benzyl 3-(8-bromo-1-methyl-6-(pyridin-2-yl)-4H-benzo[f]imidazo[1,2-a][1,4]diazepin-4-yl)propanoate benzenesulfonate